OC1=CC=C(C=C1)C1=CC=C(C=C1)OCCCO 4-hydroxy-4'-hydroxypropoxybiphenyl